CN1C(=NN=C1)C1CCN(CC1)S(=O)(=O)C1=CC=C(NC2=CC=CC=C2)C=C1 4-((4-(4-methyl-4H-1,2,4-triazol-3-yl)piperidin-1-yl)sulfonyl)-N-phenylaniline